C(CC)P(O)(=O)C1CCCCC1 propylcyclohexyl-phosphinic acid